1-(2-Chlorophenyl)-3-(1-isopropyl-5-oxopyrrolidin-3-yl)urea ClC1=C(C=CC=C1)NC(=O)NC1CN(C(C1)=O)C(C)C